6-Chloro-3-[(1R)-1-[3,6-dimethyl-4-oxo-2-(3-pyridyl)chromen-8-yl]ethoxy]pyridine-2-sulfonamide ClC1=CC=C(C(=N1)S(=O)(=O)N)O[C@H](C)C=1C=C(C=C2C(C(=C(OC12)C=1C=NC=CC1)C)=O)C